(1RS,4RS)-(3,4,5,5-tetramethyl-2-cyclopentenyl)methyl isobutyrate C(C(C)C)(=O)OC[C@@H]1C=C([C@H](C1(C)C)C)C |r|